5-Bromo-6-methoxy-1-((2-(trimethylsilyl)ethoxy)methyl)-1H-indazole BrC=1C=C2C=NN(C2=CC1OC)COCC[Si](C)(C)C